C12N(CCCCCC2C1)C=1C2=C(N=C(N1)Cl)C(=C(N=C2)Cl)F 4-(2-Azabicyclo[6.1.0]nonan-2-yl)-2,7-dichloro-8-fluoropyrido[4,3-d]pyrimidine